3-(5-Fluoroisoindoline-2-carbonyl)-5-(2,4,5-trifluoro-3-hydroxyphenyl)isoxazole-4-carbonitrile FC=1C=C2CN(CC2=CC1)C(=O)C1=NOC(=C1C#N)C1=C(C(=C(C(=C1)F)F)O)F